FC1(CN(CC12CCC2)C2=NC=C(C=1C2=CN(N1)C=1C(NC(NC1)=O)=O)F)F 5-[4-(8,8-difluoro-6-azaspiro[3.4]octan-6-yl)-7-fluoro-pyrazolo[4,3-c]pyridin-2-yl]-1H-pyrimidine-2,4-dione